CN1C(N(C2=C1C(=CC=C2)N2CCC(CC2)C2CCNCC2)C2C(NC(CC2)=O)=O)=O 3-[3-methyl-2-oxo-4-[4-(4-piperidinyl)-1-piperidinyl]benzimidazol-1-yl]piperidine-2,6-dione